2-((4-(3-((((R)-1-(2-chlorophenyl)ethoxy)carbonyl)amino)thiophen-2-yl)phenyl)carbamoyl)cyclohexane-1-carboxylic acid ClC1=C(C=CC=C1)[C@@H](C)OC(=O)NC1=C(SC=C1)C1=CC=C(C=C1)NC(=O)C1C(CCCC1)C(=O)O